6-meth-oxy-2-methyl-pyridin-3-amine, Hydrochloride Cl.COC1=CC=C(C(=N1)C)N